C(C)(C)(C)OC(NC1=C(N=C(S1)C1CCC2(OCCO2)CC1)C#CC=1C(=CC=2N(C1)N=CN2)C)=O (4-((7-methyl-[1,2,4]triazolo[1,5-a]pyridin-6-yl)ethynyl)-2-(1,4-dioxaspiro[4.5]decan-8-yl)thiazol-5-yl)carbamic acid tert-butyl ester